2-(12-bromo-11-chloro-1,2,3,5,6,7-hexahydrochromeno[2,3-f]pyrido[3,2,1-ij]quinolin-4-ium-9-yl)-5-sulfobenzenesulfonate BrC1=C(C=C2C(=C3C(=C4CCC[N+]5=C4C(=C3)CCC5)OC2=C1)C1=C(C=C(C=C1)S(=O)(=O)O)S(=O)(=O)[O-])Cl